ClC1=CC=C2C(C(N(C2=C1)C)=O)(C(C#C)C1=CC=CC=C1)C1=CC=CC=C1 6-chloro-1-methyl-3-phenyl-3-(1-phenylprop-2-yn-1-yl)indolin-2-one